O=S1(N(CC1)C1=CC(=C(C(=O)NC2=NC(=CC=C2)N2C[C@H](OCC2)C)C=C1)N1CCC2(CC2)CC1)=O (R)-4-(1,1-Dioxido-1,2-thiazetidin-2-yl)-N-(6-(2-methylmorpholino)pyridin-2-yl)-2-(6-azaspiro[2.5]octan-6-yl)benzamide